tert-butyl (3'r)-3-methyl-2-oxo-[1,3'-bipiperidine]-1'-carboxylate CC1C(N(CCC1)[C@H]1CN(CCC1)C(=O)OC(C)(C)C)=O